3-((2-((diaminomethyl)amino)thiazol-4-yl)methyl)thiopropionic acid methyl ester COC(CCCC=1N=C(SC1)NC(N)N)=S